iodine methylammonium C[NH3+].[I+]